(S)-3-chloro-5-(3-(2-chloro-7-(1-methoxyethyl)pyrazolo[1,5-a]pyrimidin-6-yl)ureido)-N-(2-(methylamino)ethoxy)picolinamide ClC=1C(=NC=C(C1)NC(=O)NC=1C=NC=2N(C1[C@H](C)OC)N=C(C2)Cl)C(=O)NOCCNC